6-bromo-N-(3-(1-isopropylpiperidin-4-yl)-1-(5-methylpyridin-2-yl)-1H-pyrazol-5-yl)picolinamide BrC1=CC=CC(=N1)C(=O)NC1=CC(=NN1C1=NC=C(C=C1)C)C1CCN(CC1)C(C)C